(R)-N-((R)-1-(1,3-dimethyl-1H-indazol-6-yl)ethyl)-2-methylpropane-2-sulfinamide CN1N=C(C2=CC=C(C=C12)[C@@H](C)N[S@](=O)C(C)(C)C)C